4-[(E)-[2-hydroxyethyl-(7-methoxy-1,1-dioxo-1,2-benzothiazol-3-yl)hydrazono]methyl]-2-methoxy-phenol OCCN(\N=C\C1=CC(=C(C=C1)O)OC)C1=NS(C2=C1C=CC=C2OC)(=O)=O